7-amino-8-(3-methoxy-2-methylphenyl)imidazo[1,2-a]pyridine-6-carboxamide NC1=C(C=2N(C=C1C(=O)N)C=CN2)C2=C(C(=CC=C2)OC)C